(2S,3S)-1,4-bis[2-(2-pyridyl)ethylsulfanyl]butane-2,3-diol N1=C(C=CC=C1)CCSC[C@H]([C@@H](CSCCC1=NC=CC=C1)O)O